potassium (4-methoxy)benzyloxymethyltrifluoroborate COC1=CC=C(COC[B-](F)(F)F)C=C1.[K+]